NC=1C(=NC(=CC1)OC)N(CCCC1=C(C=CC(=C1F)F)NC1=C(C(=O)OC)C=C(C(=C1)C(F)(F)F)F)C(=O)OC(C)(C)C Methyl 2-((2-(3-((3-amino-6-methoxypyridin-2-yl)(tert-butoxycarbonyl)amino)-propyl)-3,4-difluorophenyl)amino)-5-fluoro-4-(trifluoromethyl)benzoate